2,4,7-trimethyl-4-(p-tolyl)oct-6-enal CC(C=O)CC(CC=C(C)C)(C1=CC=C(C=C1)C)C